NC1CC[NH+](CC1)C1=NC(=CC=C1)Cl 4-amino-(6-chloro-2-pyridyl)-1-piperidinium